2'-chloro-4-((4-methoxybenzyl)oxy)-5',6-dimethyl-2H-[1,4'-bipyridin]-2-one ClC1=NC=C(C(=C1)N1C(C=C(C=C1C)OCC1=CC=C(C=C1)OC)=O)C